(1R,2S,5S)-N-[cyano-(5,7-dichloro-4-isoquinolyl)methyl]-3-[(2S)-3,3-dimethyl-2-[(2,2,2-trifluoroacetyl)amino]butanoyl]-6,6-dimethyl-3-azabicyclo[3.1.0]hexane-2-carboxamide C(#N)C(NC(=O)[C@@H]1[C@H]2C([C@H]2CN1C([C@H](C(C)(C)C)NC(C(F)(F)F)=O)=O)(C)C)C1=CN=CC2=CC(=CC(=C12)Cl)Cl